F[C@@H]1CN(CC[C@@H]1NC1=NN2C(C(=N1)OC)=C(C=C2)C=2C=CC1=C(N(N=N1)C(C)C)C2)C2(COC2)C N-((3R,4S)-3-fluoro-1-(3-methyloxetan-3-yl)piperidin-4-yl)-5-(1-isopropyl-1H-benzo[d][1,2,3]triazol-6-yl)-4-methoxypyrrolo[2,1-f][1,2,4]triazin-2-amine